N-(3,5-dimethyl-adamantan-1-yl)amid CC12CC3(CC(CC(C1)(C3)C)C2)[NH-]